C(C)(=O)C1=NOC2=C1C(C=1C=CC=CC1C2=O)=O 3-acetylnaphtho[2,3-d]isoxazole-4,9-dione